1,4-Bis(4-picolyl)benzene N1=CC=C(C=C1)CC1=CC=C(C=C1)CC1=CC=NC=C1